N-(2-((2S,3S)-1-isopropyl-2-methylpiperidin-3-yl)thieno[2,3-b]pyridin-4-yl)benzo[d]thiazol-5-amine C(C)(C)N1[C@H]([C@H](CCC1)C1=CC=2C(=NC=CC2NC=2C=CC3=C(N=CS3)C2)S1)C